(2RS)-2-[4-(4-chlorophenoxy)-α,α,α-trifluoro-o-tolyl]-3-methyl-1-(1H-1,2,4-triazol-1-yl)butan-2-ol ClC1=CC=C(OC2=CC(=C(C=C2)C(F)(F)F)[C@@](CN2N=CN=C2)(C(C)C)O)C=C1 |r|